COC(=O)C=1N(C2=CC=CC=C2C1C\C=C(/CO)\C1=CC=CC=C1)C (Z)-3-(4-hydroxy-3-phenyl-2-buten-1-yl)-N-methylindole-2-carboxylic acid methyl ester